C(CCCC(C(=O)O)CS)C(C(=O)O)CS.C(CS)(=O)OCCOC(CS)=O ethylene bis(thioglycolate) 1,4-butylenebis(3-mercaptopropionate)